O1C=NC2=C1C=CC(=C2)B2OC(C)(C)C(C)(C)O2 benzo[d]oxazole-5-boronic acid pinacol ester